Br.BrCC(=O)C1=NC=CC=C1C1=CC=CC=C1 2-bromo-1-(3-phenylpyridin-2-yl)ethan-1-one hydrobromide